NCC1=CC=C(C=C1)NC1=C(C=C(C(=C1)Cl)N1CCC(CC1)C(F)(F)F)F N-(4-(aminomethyl)phenyl)-5-chloro-2-fluoro-4-(4-(trifluoromethyl)piperidin-1-yl)aniline